N[C@H](C(=O)N1C(C=2N(CC1)C(=C(N2)C2=CC(=C(C(=C2)F)F)F)NC2=NC=C(C=N2)Cl)(C)C)[C@H](C)O (2S,3S)-2-amino-1-(3-((5-chloropyrimidin-2-yl)amino)-8,8-dimethyl-2-(3,4,5-trifluorophenyl)-5,6-dihydroimidazo[1,2-a]pyrazin-7(8H)-yl)-3-hydroxybutan-1-one